FC1=C(C=C2C=C(N=CC2=C1N)NC1=CC(=CC=C1)[C@@H]1NCCOC1)C=1C=NC=CC1C (S)-7-fluoro-6-(4-methylpyridin-3-yl)-N3-(3-(morpholin-3-yl)phenyl)isoquinoline-3,8-diamine